isopropyl (S)-2-((S)-2-cyclopropoxy-3,3-dimethylbutanamido)-6-diazo-5-oxohexanoate C1(CC1)O[C@H](C(=O)N[C@H](C(=O)OC(C)C)CCC(C=[N+]=[N-])=O)C(C)(C)C